2-p-methoxyphenyl-1-trifluoromethylthioindole COC1=CC=C(C=C1)C=1N(C2=CC=CC=C2C1)SC(F)(F)F